C(CCCCC)N(C(=O)N)CCCCCCCCCC N-hexyl-N-decyl-urea